[4-(4-Chloro-3-isobutylamino-5-oxo-2,5-dihydro-furan-2-yloxymethyl)-[1,2,3]triazol-1-yl]-acetic acid ClC1=C(C(OC1=O)OCC=1N=NN(C1)CC(=O)O)NCC(C)C